1-phenoxy-4-(2-phenylethyl)benzene O(C1=CC=CC=C1)C1=CC=C(C=C1)CCC1=CC=CC=C1